7-(1-(adamantan-1-ylmethyl)-5-methyl-1H-pyrazol-4-yl)-4-(6-nitropyridin-3-yl)-3,4-dihydro-2H-pyrido[3,2-b][1,4]oxazine-8-carboxylic acid methyl ester COC(=O)C1=C(C=NC2=C1OCCN2C=2C=NC(=CC2)[N+](=O)[O-])C=2C=NN(C2C)CC21CC3CC(CC(C2)C3)C1